C(C)(C)(C)OC(=O)N1[C@H](CN([C@@H](C1)C1=CC(=CC(=C1)Cl)Br)C(C)=O)C trans-tert-butyl-4-acetyl-5-(3-bromo-5-chlorophenyl)-2-methylpiperazine-1-carboxylate